4-((R)-1-(5-fluoropyridin-2-yl)ethoxy)-6-(1-(1-((S)-2-hydroxypropanoyl)piperidin-4-yl)-5-methyl-1H-pyrazol-4-yl)pyrazolo[1,5-a]pyridine-3-carbonitrile FC=1C=CC(=NC1)[C@@H](C)OC=1C=2N(C=C(C1)C=1C=NN(C1C)C1CCN(CC1)C([C@H](C)O)=O)N=CC2C#N